COC(=O)C=1C=C(C=CC1C)N1C(C2(CC1)N(CCCC2)C(=O)OC(C)(C)C)=O tert-butyl 2-(3-(methoxycarbonyl)-4-methylphenyl)-1-oxo-2,6-diazaspiro[4.5]decane-6-carboxylate